1,4-bis(3-amino-4-phenoxybenzoyl)benzene NC=1C=C(C(=O)C2=CC=C(C=C2)C(C2=CC(=C(C=C2)OC2=CC=CC=C2)N)=O)C=CC1OC1=CC=CC=C1